tert-butyl (S)-N-((((di-tert-butoxyphosphoryl)oxy)methoxy)carbonyl)-N-(pyrrolidin-2-ylmethyl)glycinate C(C)(C)(C)OP(=O)(OC(C)(C)C)OCOC(=O)N(CC(=O)OC(C)(C)C)C[C@H]1NCCC1